2,5-dioxopyrrolidin-1-yl-acetate O=C1N(C(CC1)=O)CC(=O)[O-]